4-Amino-6-hydroxy-2-mercaptopyrimidine monohydrate O.NC1=NC(=NC(=C1)O)S